NC1=NC=C(C2=C1C(=C(N2C)C2=CC=C(C=C2)NC(C=C)=O)C2=CC(=C(C=C2)OC2=NC=CC(=N2)C(F)(F)F)F)C#N N-(4-(4-amino-7-cyano-3-(3-fluoro-4-((4-(trifluoromethyl)pyrimidin-2-yl)oxy)phenyl)-1-methyl-1H-pyrrolo[3,2-c]pyridin-2-yl)phenyl)acrylamide